C(C)OC(=O)CCCCN[C@H](C(=O)N1[C@@H](C[C@@H]2CCCC[C@H]12)C(=O)O)C (2S,3aS,7aS)-1-((2S)-2-(((1S)-1-Ethoxycarbonyl)butyl)amino-1-oxopropyl)octahydro-1H-indole-2-carboxylic acid